2-cycloheptylaminoethane-1-sulfonic acid C1(CCCCCC1)NCCS(=O)(=O)O